C[C@@]12[C@](C[C@@H](O1)N3C4=CC=CC=C4C5=C6C(=C7C8=CC=CC=C8N2C7=C53)CNC6=O)(CO)O (5S,6S,8R)-6-Hydroxy-6-(hydroxymethyl)-5-methyl-7,8,14,15-tetrahydro-5H-16-oxa-4b,8a,14-triaza-5,8-methanodibenzo[b,h]cycloocta[jkl]cyclopenta[e]-as-indacen-13(6H)-one